(R)-3-(4-chloro-2-fluorophenoxy)-1-(4,4,5,5-tetramethyl-1,3,2-dioxaborolan-2-yl)propan-1-amine hydrochloride Cl.ClC1=CC(=C(OCC[C@H](N)B2OC(C(O2)(C)C)(C)C)C=C1)F